C1(CCC1)C(=O)[O-].[Al+3].C1(CCC1)C(=O)[O-].C1(CCC1)C(=O)[O-] aluminum cyclobutaneate